C(C)(=O)N1C(C(C2=CC=CC=C12)=O)=CC1=CC(=C(C=C1)OCS(=O)(=O)C)OC 1-acetyl-2-(3-methoxy-4-((methylsulfonyl)methoxy)-benzylidene)-indolin-3-one